(1R,2S,3S)-2-(cyanomethyl)-3-[(dimethylamino)methyl]cyclopropane C(#N)C[C@@H]1C[C@@H]1CN(C)C